ClC1=C(CN2C(=C(C3=CC(=CC=C23)C(=O)OCC=C)C)C)C=CC(=C1)O[C@@H](C(=O)OC)C (R)-Allyl 1-(2-chloro-4-((1-methoxy-1-oxopropan-2-yl)oxy)benzyl)-2,3-dimethyl-1H-indole-5-carboxylate